7-(1-Benzylpiperidin-3-yl)-2-methylpyrazolo[1,5-a]pyrimidine C(C1=CC=CC=C1)N1CC(CCC1)C1=CC=NC=2N1N=C(C2)C